1,2-bis(cyclohexylsulfonyldiazomethylsulfonyl)ethane C1(CCCCC1)S(=O)(=O)C(S(=O)(=O)CCS(=O)(=O)C(=[N+]=[N-])S(=O)(=O)C1CCCCC1)=[N+]=[N-]